[N+](=O)([O-])C=1C=C(C=CC1)C=C (m-nitrophenyl)-ethene